FC(C=1N(C=2C(=NC=CC2)N1)C1CC(C1)O)(F)F (1r,3r)-3-(2-(trifluoromethyl)-1H-imidazo[4,5-b]pyridin-1-yl)cyclobutan-1-ol